acetic acid (E)-3,7-dimethyloctan-2,6-dien-1-yl ester C\C(=C/COC(C)=O)\CCC=C(C)C